4-(1-methyl-4-piperidylamino)-6-{p-[(1,2,3,4-tetrahydro-6-isoquinolylamino)methyl]phenyl}-1-(2,2,2-trifluoroethyl)indole CN1CCC(CC1)NC1=C2C=CN(C2=CC(=C1)C1=CC=C(C=C1)CNC=1C=C2CCNCC2=CC1)CC(F)(F)F